OCCO[C@@H]1C[C@H](NC1)C(=O)O (2S,4R)-4-(2-hydroxyethoxy)pyrrolidine-2-carboxylic acid